(2Z,3E)-3-((2-((1R,5S,6s)-3-azabicyclo[3.1.0]hexane-6-ylamino)ethoxy)imino)-5'-fluoro-[2,3'-biindolinylidene]-2'-on [C@@H]12CNC[C@H]2C1NCCO\N=C/1\C(\NC2=CC=CC=C12)=C/1\C(NC2=CC=C(C=C12)F)=O